2-chloro-4-nitropyrazole ClN1N=CC(=C1)[N+](=O)[O-]